CC=1N=C(NC1C)C1=C(C=C(C=C1)OC)O 4,5-dimethyl-2-(2-hydroxy-4-methoxyphenyl)imidazole